3-(4-(bromomethyl)phenoxy)-6-methoxy-2-(o-tolyl)benzo[b]thiophene BrCC1=CC=C(OC=2C3=C(SC2C2=C(C=CC=C2)C)C=C(C=C3)OC)C=C1